ClC1=NC=C(C(=N1)C=1C=C2C(=NC1)CN(C2=O)[C@@H](C(=O)N[C@H](CO)C2=CC(=CC=C2)OC(F)F)C)Cl (R)-2-(3-(2,5-dichloropyrimidin-4-yl)-5-oxo-5H-pyrrolo[3,4-b]pyridin-6(7H)-yl)-N-((S)-1-(3-(difluoromethoxy)phenyl)-2-hydroxyethyl)propanamide